N=1C=CN2C1N=CC(=C2)C=2C=CN1N=C(N=CC12)N[C@@H]1C[C@H](C1)OC 5-(Imidazo[1,2-a]pyrimidin-6-yl)-N-(trans-3-methoxycyclobutyl)pyrrolo[2,1-f][1,2,4]triazin-2-amine